8-methylidene-tetracyclo[4.4.0.12,5.17,10]-dodeca-3-ene C=C1C2C3C4C=CC(C3C(C1)C2)C4